BrC1=CC=C(OCCN(C(OC(C)(C)C)=O)C\C=C\C(=O)N(C)C)C=C1 Tert-butyl N-[2-(4-bromophenoxy)ethyl]-N-[(E)-4-(dimethylamino)-4-oxo-but-2-enyl]carbamate